C(CCCCCC)C=1C=C(C=2C(CC(OC2C1)O)C(=C(C)C)CC)O 7-Heptyl-4-(2-methylpent-2-en-3-yl)-3,4-dihydro-2H-chromene-2,5-diol